OC1(CCC1)C=1C=CC2=C(NC(=N2)C2=CC(=CN2)C(=O)C2=C(C=CC=C2)C(F)(F)F)C1 (5-(6-(1-hydroxycyclobutyl)-1H-benzo[d]imidazol-2-yl)-1H-pyrrol-3-yl)(2-(trifluoromethyl)phenyl)methanone